SC=1C(N(C(C1)=O)C1=C(C=CC2=C(C=CC=C12)Br)C)=O 3-mercapto-1-(5-bromo-2-methylnaphthalen-1-yl)-1H-pyrrole-2,5-dione